(S)-tert-butyl 7-(8-(2-(hydroxymethyl)thieno[3,2-b]pyridin-7-yl)-6-(trifluoromethyl)-3,4-dihydroquinolin-1(2H)-yl)-5-azaspiro[3.4]octane-5-carboxylate OCC1=CC2=NC=CC(=C2S1)C=1C=C(C=C2CCCN(C12)[C@@H]1CN(C2(CCC2)C1)C(=O)OC(C)(C)C)C(F)(F)F